1-Boc-4-hydroxyphenylpiperidine CC(C)(C)OC(=O)N1CCC(CC1)C2=CC=C(C=C2)O